5-Amino-8-(2-furyl)-3-[2-[4-(4-methoxyphenyl)piperazin-1-yl]ethyl]-1-methyl-[1,2,4]triazolo[5,1-f]purin-2-one NN1C=NC(=C2N3C(N=C12)N(C(N3C)=O)CCN3CCN(CC3)C3=CC=C(C=C3)OC)C=3OC=CC3